The molecule is the hydrochloride salt of fenfluramine. It binds to the serotonin reuptake pump, causing inhbition of serotonin uptake and release of serotonin. The resulting increased levels of serotonin lead to greater serotonin receptor activation which in turn lead to enhancement of serotoninergic transmission in the centres of feeding behavior located in the hypothalamus. This suppresses the appetite for carbohydrates. Fenfluramine hydrochloride was used for treatment of diabetes and obesity. It was withdrawn worldwide after reports of heart valve disease and pulmonary hypertension. It has a role as a serotonin uptake inhibitor, a serotonergic agonist and an appetite depressant. It is a hydrochloride and an organoammonium salt. It contains a fenfluramine. CC[NH2+]C(C)CC1=CC(=CC=C1)C(F)(F)F.[Cl-]